4-[([1-methyl-5-phenylpyrazolo[4,3-d]pyrimidin-7-yl]amino)-methyl]phenylboronic acid CN1N=CC=2N=C(N=C(C21)NCC2=CC=C(C=C2)B(O)O)C2=CC=CC=C2